4-(tert-butyl) 1-(4-((3-chloro-4-(pyridin-2-ylmethoxy) phenyl) amino)-7-methoxyquinazolin-6-yl) (R)-2-methylpiperazine-1,4-dicarboxylate C[C@H]1N(CCN(C1)C(=O)OC(C)(C)C)C(=O)OC=1C=C2C(=NC=NC2=CC1OC)NC1=CC(=C(C=C1)OCC1=NC=CC=C1)Cl